(S)-2-(4-(6-(4-Cyano-2-fluorobenzyloxy)pyridin-2-yl)-3-fluorobenzyl)-1-((tetrahydrofuran-2-yl)methyl)-1H-benzo[d]imidazol C(#N)C1=CC(=C(COC2=CC=CC(=N2)C2=C(C=C(CC3=NC4=C(N3C[C@H]3OCCC3)C=CC=C4)C=C2)F)C=C1)F